C(C)(C)(C)C=1C(=C(C=C(C1)C)CCC(=O)[O-])O 3-(5-tert-butyl-4-hydroxy-m-tolyl)-propionat